4-bromo-3-(trifluoromethoxy)phenol BrC1=C(C=C(C=C1)O)OC(F)(F)F